8-(1H-indole-6-carbonyl)-2-(6-(trifluoromethyl)pyridin-2-yl)-2,8-diazaspiro[4.5]decan-1-one N1C=CC2=CC=C(C=C12)C(=O)N1CCC2(CCN(C2=O)C2=NC(=CC=C2)C(F)(F)F)CC1